C(C)(C)(C)C1=CC(=C(C=C1)C1=NC2=CC=[N+](C=C2C(=C1)OCC1=CC=C(C=C1)OC)[O-])C 2-(4-tert-butyl-2-methyl-phenyl)-4-[(4-methoxyphenyl)methoxy]-6-oxido-1,6-naphthyridin-6-ium